6-(2-chlorophenyl)-2-({4-[4-(pyridin-2-yl)piperazin-1-yl]phenyl}amino)imidazo[1,2-a]pyrimido[5,4-e]pyrimidin-5(6H)-one ClC1=C(C=CC=C1)N1C=2N(C3=C(C1=O)C=NC(=N3)NC3=CC=C(C=C3)N3CCN(CC3)C3=NC=CC=C3)C=CN2